N-(3-(4-chlorophenyl)pyrrolidin-3-yl)-4-(trifluoromethoxy)benzenesulfonamide ClC1=CC=C(C=C1)C1(CNCC1)NS(=O)(=O)C1=CC=C(C=C1)OC(F)(F)F